2-[bis(3-chloro-4,5-difluorophenyl)methyl]-5-methyl-1H-imidazole ClC=1C=C(C=C(C1F)F)C(C=1NC(=CN1)C)C1=CC(=C(C(=C1)F)F)Cl